C1(=CC=CC=C1)S(=O)(=O)N1C=CC2=NC=CC=C12 1-(Phenylsulfonyl)-4-azaindole